(R)-2-chloro-N-(5-(difluoromethyl)-6-(ethoxycarbamoyl)pyridin-3-yl)-8-methyl-8-(trifluoromethyl)-7,8-dihydro-6H-pyrazolo[1,5-a]pyrrolo[2,3-e]pyrimidine-6-carboxamide ClC1=NN2C(N=CC3=C2[C@@](CN3C(=O)NC=3C=NC(=C(C3)C(F)F)C(NOCC)=O)(C(F)(F)F)C)=C1